2-(6-(4-((2-(2,6-dioxopiperidin-3-yl)-4-fluoro-1-oxoisoindolin-5-yl)methyl)piperazin-1-yl)-1-oxoisoindolin-2-yl)-2-(5-fluoro-2-hydroxyphenyl)-N-(thiazol-2-yl)acetamide O=C1NC(CCC1N1C(C2=CC=C(C(=C2C1)F)CN1CCN(CC1)C1=CC=C2CN(C(C2=C1)=O)C(C(=O)NC=1SC=CN1)C1=C(C=CC(=C1)F)O)=O)=O